6-(4-(Difluoromethyl)-6'-methyl-[2,2'-bipyridin]-3-yl)imidazo[1,2-a]pyridin-3-carboxamid FC(C1=C(C(=NC=C1)C1=NC(=CC=C1)C)C=1C=CC=2N(C1)C(=CN2)C(=O)N)F